[1,4]Dioxan-6-ylChroman-3,6,7-triol O1CCOCC1C1OC2=CC(=C(C=C2CC1O)O)O